C(C)(C)(C)OC(=O)N1CCN(CC1)[C@@H]1COC[C@@H]1OC 4-((3R,4R)-4-methoxytetrahydrofuran-3-yl)piperazine-1-carboxylic acid tert-butyl ester